NC=1C(=NON1)N1C=CNO1 5-(4-amino-1,2,5-oxadiazole-3-yl)[1,2,5]oxadiazole